COC1=NC=C(C(=O)OC)C=C1CN1CCOCC1 methyl 6-methoxy-5-(morpholinomethyl)nicotinate